2-Chloro-6-[3-(2,2-dideuterio-2-dispiro[2.0.2.1]heptan-7-yl-ethoxy)pyrazol-1-yl]-N-[[6-[3-[(3S)-5,5-dimethylpyrrolidin-3-yl]propylamino]-2-pyridyl]sulfonyl]pyridine-3-carboxamide ClC1=NC(=CC=C1C(=O)NS(=O)(=O)C1=NC(=CC=C1)NCCC[C@@H]1CNC(C1)(C)C)N1N=C(C=C1)OCC(C1C2(C13CC3)CC2)([2H])[2H]